OCCN1C(CCC1)=O hydroxyethyl-2-pyrrolidone